COC(C[C@@]1(OB(OC1=O)[C@H](CC(C)C)NC([C@H](CC1=CC=CC=C1)NC(=O)C1=NC=CN=C1)=O)CC(=O)O)=O 2-((S)-4-(2-methoxy-2-oxoethyl)-2-((R)-3-methyl-1-((S)-3-phenyl-2-(pyrazine-2-carboxamido)propanamido)butyl)-5-oxo-1,3,2-dioxaborolan-4-yl)acetic acid